(2-(azetidin-1-ylmethyl)-3-fluorophenyl)methylamine N1(CCC1)CC1=C(C=CC=C1F)CN